5-(2,4-difluorophenyl)-N-(1-(4-hydroxy-4-methylcyclohexyl)-3-(2-oxo-2-((2-(6-(trifluoromethyl)pyridin-2-yl)propan-2-yl)amino)ethyl)azetidin-3-yl)isoxazole-3-carboxamide FC1=C(C=CC(=C1)F)C1=CC(=NO1)C(=O)NC1(CN(C1)C1CCC(CC1)(C)O)CC(NC(C)(C)C1=NC(=CC=C1)C(F)(F)F)=O